Cl.FC(C(C)C1CNCC1)F 3-(1,1-difluoropropan-2-yl)pyrrolidine HCl salt